N-(3,4-dimethoxyphenyl)benzo[b]thiophene-3-carboxamide COC=1C=C(C=CC1OC)NC(=O)C=1C2=C(SC1)C=CC=C2